(3S)-N-[2-[2-(dimethylamino)ethoxy]-4-(1H-pyrazol-4-yl)phenyl]-6-methoxy-3,4-dihydro-2H-chromene-3-carboxyamide CN(CCOC1=C(C=CC(=C1)C=1C=NNC1)NC(=O)C[C@H]1COC2=CC=C(C=C2C1)OC)C